tert-butyl (1-(4-amino-2-fluorobenzoyl)piperidin-4-yl)carbamate NC1=CC(=C(C(=O)N2CCC(CC2)NC(OC(C)(C)C)=O)C=C1)F